N1=CN=CC=2NC(CNC12)=O 5,7-dihydropteridin-6-one